ClC=1C=CC(=C(C1)NC(=O)C1NCC(C1)O)OCCOC N-(5-chloro-2-(2-methoxyethoxy)phenyl)-4-hydroxypyrrolidine-2-carboxamide